2-(4-methoxy-1-piperidyl)thiazole-4-carboxylic acid COC1CCN(CC1)C=1SC=C(N1)C(=O)O